2-(1-acetyl-4-piperidyl)-N-(3-cyano-4-methyl-1H-indol-7-yl)thiazole-5-sulfonamide C(C)(=O)N1CCC(CC1)C=1SC(=CN1)S(=O)(=O)NC=1C=CC(=C2C(=CNC12)C#N)C